1-[5-(4-fluoro-3-methyl-phenyl)-6-(methoxymethyl)pyrrolo[2,3-f]indazol-1-yl]-2,2-dimethyl-propan-1-one FC1=C(C=C(C=C1)N1C(=CC2=C1C=C1C=NN(C1=C2)C(C(C)(C)C)=O)COC)C